ClC(C(C(F)(F)F)Cl)Cl 1,1,2-trichloro-3,3,3-trifluoropropane